3,5-dibromo-2-fluoroaniline BrC=1C(=C(N)C=C(C1)Br)F